O[C@H](C(=O)N1C[C@@H]2[C@H](C1)CC(C2)NC2=C1C(=NC=C2C=2SC(=NN2)C2=NC=C(C=C2)O)NC=C1)C (S)-2-hydroxy-1-((3aR,5R,6aS)-5-((5-(5-(5-hydroxypyridin-2-yl)-1,3,4-thiadiazol-2-yl)-1H-pyrrolo[2,3-b]pyridin-4-yl)amino)hexahydrocyclopenta[c]pyrrol-2(1H)-yl)-propan-1-one